(E)-3-(dimethylamino)-1-(4-nitro-[1,1'-biphenyl]-3-yl)prop-2-en-1-one CN(/C=C/C(=O)C=1C=C(C=CC1[N+](=O)[O-])C1=CC=CC=C1)C